5-cyclopropyl-2-((7-(3-fluorophenyl)-1-methyl-1H-indol-5-yl)amino)nicotinic acid C1(CC1)C=1C=NC(=C(C(=O)O)C1)NC=1C=C2C=CN(C2=C(C1)C1=CC(=CC=C1)F)C